furan-2-yl ketone O1C(=CC=C1)C(=O)C=1OC=CC1